4-(2,3-dichlorophenyl)-5-phenyl-2-(2-thienyl)imidazole ClC1=C(C=CC=C1Cl)C=1N=C(NC1C1=CC=CC=C1)C=1SC=CC1